(4-chlorophenyl)-2-oxo-1-phenylethyl quinoline-2-carboxylate N1=C(C=CC2=CC=CC=C12)C(=O)OC(C(=O)C1=CC=C(C=C1)Cl)C1=CC=CC=C1